methyl 6-((1-acetylpiperidin-4-yl) amino)-2-hydroxypyrimidine-4-carboxylate C(C)(=O)N1CCC(CC1)NC1=CC(=NC(=N1)O)C(=O)OC